methyl (3S)-3-(2-(4-((5-fluoro-1,4,5,6-tetrahydropyrimidin-2-yl)amino)-1H-indazole-6-carboxamido)acetamido)-3-(2-fluoro-3-(trifluoromethyl)phenyl)propanoate trifluoroacetate FC(C(=O)O)(F)F.FC1CN=C(NC1)NC1=C2C=NNC2=CC(=C1)C(=O)NCC(=O)N[C@@H](CC(=O)OC)C1=C(C(=CC=C1)C(F)(F)F)F